(Z)-8-Pentadecen-1-ol C(CCCCCC\C=C/CCCCCC)O